COCCOCCO[SiH](OCCOCCOC)OCCOCCOC tris(methoxyethoxyethoxy)silane